Cl.CC1=NN(C=N1)C1CCNCC1 4-(3-methyl-1H-1,2,4-triazol-1-yl)piperidine-HCl